CCOC(=O)C1=CC=2N(C=C(C2S1)C(=C)C)C(=O)OC(C)(C)C 6-(prop-1-en-2-yl)-4H-thieno[3,2-b]Pyrrole-2,4-dicarboxylic acid 4-tert-butyl 2-ethyl ester